FC=1C=C(C=CC1C)NC(OCC=1C=C2C(N(CC2=CC1)C1C(NC(CC1)=O)=O)=O)=O (2-(2,6-dioxopiperidin-3-yl)-3-oxoisoindolin-5-yl)methyl (3-fluoro-4-methylphenyl)carbamate